5-ethoxycarbonyl-6-methyl-4-(4'-cyanophenyl)-3,4-dihydropyrimidine-2-thione C(C)OC(=O)C=1C(NC(NC1C)=S)C1=CC=C(C=C1)C#N